2-(2-(2-methoxyethoxy)phenyl)ethan-1-ol COCCOC1=C(C=CC=C1)CCO